tert-butyl-2-[[3-[(1R)-1-[[6-(1-acetyl-4-piperidyl)-8-methyl-7-oxo-pyrido[2,3-d]pyrimidin-4-yl]amino]ethyl]-2-fluoro-phenyl]-difluoro-methyl]morpholine-4-carboxylate C(C)(C)(C)OC(=O)N1CC(OCC1)C(F)(F)C1=C(C(=CC=C1)[C@@H](C)NC=1C2=C(N=CN1)N(C(C(=C2)C2CCN(CC2)C(C)=O)=O)C)F